COC1=C(C=C2C(=NC=NC2=C1)C=1C(=NN(C1)C)C1=CC=CC=C1)N1[C@H]([C@H](OCC1)C)C (2R,3S)-4-(7-methoxy-4-(1-methyl-3-phenyl-1H-pyrazol-4-yl)quinazolin-6-yl)-2,3-dimethylmorpholine